ClC1=CC(=C(COC2=CC=CC(=N2)C2CCN(CC2)CC=2N(C(=NN2)/C=C(/C(=O)O)\C)CCS(=O)(=O)C)C=C1)F (E)-3-(5-((4-(6-((4-chloro-2-fluorobenzyl)oxy)pyridin-2-yl)piperidin-1-yl)methyl)-4-(2-(methyl-sulfonyl)ethyl)-4H-1,2,4-triazol-3-yl)-2-methylacrylic acid